3-CYANOTHIOPHEN-2-YLBORONIC ACID C(#N)C1=C(SC=C1)B(O)O